tert-butyl N-(cyclobutylmethyl)-N-[[2-[[5-(cyclopropylamino)-1-oxo-2,7-naphthyridin-2-yl]methyl]imidazo[1,2-a]pyridin-6-yl]methyl]carbamate C1(CCC1)CN(C(OC(C)(C)C)=O)CC=1C=CC=2N(C1)C=C(N2)CN2C(C1=CN=CC(=C1C=C2)NC2CC2)=O